3-Chloro-2-cyanopyridin-5-yl 4,6-di-O-acetyl-3-deoxy-3-[4-(3,4,5-trifluorophenyl)-1H-1,2,3-triazol-1-yl]-2-O-methyl-1-thio-α-D-galactopyranoside C(C)(=O)O[C@@H]1[C@@H]([C@H]([C@@H](SC=2C=C(C(=NC2)C#N)Cl)O[C@@H]1COC(C)=O)OC)N1N=NC(=C1)C1=CC(=C(C(=C1)F)F)F